6-[1-(2-{6-azaspiro[2.5]octan-6-yl}-4-bromophenyl)-1H-1,2,3-triazol-4-yl]-2-(4,4-difluoropiperidin-1-yl)-N,N-dimethylpyrimidin-4-amine C1CC12CCN(CC2)C2=C(C=CC(=C2)Br)N2N=NC(=C2)C2=CC(=NC(=N2)N2CCC(CC2)(F)F)N(C)C